tert-butyl 4-(1-(2,2-difluoroethyl)-2-(3,4-dimethoxyphenyl)-1H-benzo[d]imidazol-6-yl)piperidine-1-carboxylate FC(CN1C(=NC2=C1C=C(C=C2)C2CCN(CC2)C(=O)OC(C)(C)C)C2=CC(=C(C=C2)OC)OC)F